4-Chlorophenyl-(5R)-3,3-difluoro-5-(3-methyl-2-oxopyrrolidin-1-yl)piperidine-1-carboxylic acid ClC1=CC=C(C=C1)C1N(C[C@@H](CC1(F)F)N1C(C(CC1)C)=O)C(=O)O